1-(5-(6-methoxy-5-(trifluoromethyl)pyridin-3-yl)pyrazolo[1,5-A]pyridin-2-yl)-3-(2-(pyridin-3-yloxy)ethyl)urea COC1=C(C=C(C=N1)C1=CC=2N(C=C1)N=C(C2)NC(=O)NCCOC=2C=NC=CC2)C(F)(F)F